N-(7-hydroxy-5-phenyl-[1,2,4]triazolo[1,5-a]pyrimidin-2-yl)-2-methoxybenzamide OC1=CC(=NC=2N1N=C(N2)NC(C2=C(C=CC=C2)OC)=O)C2=CC=CC=C2